7-(4-bromophenyl)dibenzo[C,H]acridine BrC1=CC=C(C=C1)C1=C2C=CC3=C(C2=NC=2C4=C(C=CC12)C=CC=C4)C=CC=C3